tert-butyl (4-methyl-1-(3-(2-oxo-3,4-dihydro-1,5-naphthyridin-1(2H)-yl)-1-(tetrahydro-2H-pyran-2-yl)-1H-pyrazolo[3,4-b]pyrazin-6-yl)piperidin-4-yl)carbamate CC1(CCN(CC1)C1=CN=C2C(=N1)N(N=C2N2C(CCC1=NC=CC=C21)=O)C2OCCCC2)NC(OC(C)(C)C)=O